C(C)(C)(C)OC(NC1CC2=CC=CC(=C2C1)Br)=O (4-bromo-2,3-dihydro-1H-inden-2-yl)carbamic acid tert-butyl ester